methyl 4-(2-(1H-imidazol-1-yl) ethoxy)-2'-chloro-4'-methyl-[1,1'-biphenyl]-3-carboxylate N1(C=NC=C1)CCOC1=C(C=C(C=C1)C1=C(C=C(C=C1)C)Cl)C(=O)OC